5-[[1-(4-chloro-2,6-difluorophenyl)-4-hydroxypiperidin-4-yl]methoxy]-1,4-dihydro-3,1-benzoxazin-2-one ClC1=CC(=C(C(=C1)F)N1CCC(CC1)(O)COC1=CC=CC2=C1COC(N2)=O)F